((1S,3S)-3-(3-methyl-8-(1-methyl-1H-indazol-5-yl)-7-(1-methyl-1H-pyrazol-4-yl)-2-oxo-3,6-dihydroimidazo[4,5-d]pyrrolo[2,3-b]pyridin-1(2H)-yl)cyclobutyl)carbamic acid methyl ester COC(NC1CC(C1)N1C(N(C=2C1=C1C(=NC2)NC(=C1C=1C=C2C=NN(C2=CC1)C)C=1C=NN(C1)C)C)=O)=O